(RS)-5-(2,2-difluoro-7-azaspiro[3.5]nonan-6-yl)picolinonitrile FC1(CC2(C1)C[C@@H](NCC2)C=2C=CC(=NC2)C#N)F |r|